N-(1-cyanocyclobutyl)-3-[(2R)-2-cyano-2-methyl-pyrrolidine-1-carbonyl]-8-methoxy-1-propyl-5,6-dihydropyrrolo[2,1-a]isoquinoline-9-carboxamide C(#N)C1(CCC1)NC(=O)C1=C(C=C2CCN3C(C2=C1)=C(C=C3C(=O)N3[C@@](CCC3)(C)C#N)CCC)OC